Tetramethylenepentaurea C(NC(=O)N)NC(=O)NCNC(=O)NCNC(=O)NCNC(=O)N